4-chloro-2-((2-chloro-4-nitrophenyl)carbamoyl)phenyl 2-methoxyacetate COCC(=O)OC1=C(C=C(C=C1)Cl)C(NC1=C(C=C(C=C1)[N+](=O)[O-])Cl)=O